6-[7-chloro-8-(prop-2-enamido)naphthalen-2-yl]-N-(1-methylpiperidin-4-yl)pyridine-2-carboxamide ClC1=CC=C2C=CC(=CC2=C1NC(C=C)=O)C1=CC=CC(=N1)C(=O)NC1CCN(CC1)C